N-pyrimidin-2-yl-pyrazine N1=C(N=CC=C1)N1CC=NC=C1